BisTMS itaconate C(C(=C)CC(=O)O[Si](C)(C)C)(=O)O[Si](C)(C)C